(1S,3S)-3-((2-(5-(((4-(tert-butyl)pyrimidin-2-yl)amino)methyl)-1-methyl-1H-pyrazol-4-yl)-4-methyl-pyrimidin-5-yl)oxy)cyclohexanecarboxylic acid C(C)(C)(C)C1=NC(=NC=C1)NCC1=C(C=NN1C)C1=NC=C(C(=N1)C)O[C@@H]1C[C@H](CCC1)C(=O)O